N1=NN=C2N=CCC2=C1N 7-deazaaza-adenine